tetrahydro-2,4-dimethylthiophene-1,1-dioxide CC1S(CC(C1)C)(=O)=O